N-((5-amino-1-(4-(trifluoromethyl)phenyl)-1,2,3,4-tetrahydroquinolin-3-yl)methyl)acetamide NC1=C2CC(CN(C2=CC=C1)C1=CC=C(C=C1)C(F)(F)F)CNC(C)=O